C(C)OCOC=1C(=NC=C(C#N)C1)I 5-(Ethoxymethoxy)-6-iodonicotinonitrile